C1(CC1)C1=CC=C(C2=CC=CC=C12)N1C(=NN=C1)S 4-(4-cyclopropyl-naphthalene-1-yl)-4H-1,2,4-triazole-3-thiol